methyl 4-(methylamino)-2-oxo-7-(trifluoromethyl)-1-(2-(trifluoromethyl) pyridin-3-yl)-1,2-dihydro-1,8-naphthyridine-3-carboxylate CNC1=C(C(N(C2=NC(=CC=C12)C(F)(F)F)C=1C(=NC=CC1)C(F)(F)F)=O)C(=O)OC